C1(=CC=C(C=C1)OP(=O)(OC1=CC=C(C=C1)C)C=1C(OC(C1P(=O)(OC1=CC=C(C=C1)C)OC1=CC=C(C=C1)C)=O)=O)C 3,4-bis(bis-p-tolylphosphono)furan-2,5-dione